13-methyl-8-(p-tolyl)-13H-benzo[f]indolo[3,2-c]quinoline CN1C2=CC=CC=C2C=2C(=NC3=CC=C4C(=C3C21)C=CC=C4)C4=CC=C(C=C4)C